8-Cyclopentyl-N-(3-fluoro-5-((1-(methyl-d3)-1H-pyrazol-4-yl)amino)benzyl)-7H-purine-6-carboxamide C1(CCCC1)C1=NC2=NC=NC(=C2N1)C(=O)NCC1=CC(=CC(=C1)NC=1C=NN(C1)C([2H])([2H])[2H])F